3-(5-fluoro-6-(1-(thiophen-3-ylmethyl)-1H-pyrazol-4-yl)benzofuran-3-yl)piperidine-2,6-dione FC=1C(=CC2=C(C(=CO2)C2C(NC(CC2)=O)=O)C1)C=1C=NN(C1)CC1=CSC=C1